C(C)C1CC2C(N(OC2(C)C)C)C(C1)CC 5,7-Diethyl-1,3,3-trimethyloctahydrobenzo[c]isoxazol